N[C@H](C(=O)O)CCCCCC(=O)O (S)-2-Aminooctanedioic acid